CSC1=CC=C(C=C1)C(C(S)=O)=O 2-(4-(methylthio)phenyl)-2-oxoethanethioic S-acid